N-cyclopropyl-4-(6-(3,5-dimethylisoxazol-4-yl)-1-(1-(pyridin-2-yl)ethyl)-1H-pyrrolo[3,2-b]pyridin-3-yl)benzenesulfonamide C1(CC1)NS(=O)(=O)C1=CC=C(C=C1)C1=CN(C=2C1=NC=C(C2)C=2C(=NOC2C)C)C(C)C2=NC=CC=C2